1-(3-((4-((2',4'-difluoro-4-methoxy-[1,1'-biphenyl]-3-yl)amino)-7-methoxyquinazoline-6-yl)oxy)azetidin-1-yl)prop-2-en-1-one FC1=C(C=CC(=C1)F)C1=CC(=C(C=C1)OC)NC1=NC=NC2=CC(=C(C=C12)OC1CN(C1)C(C=C)=O)OC